methyl 5-bromo-2-(1-ethoxyvinyl)-4-fluorobenzoate BrC=1C(=CC(=C(C(=O)OC)C1)C(=C)OCC)F